4-(trifluoromethyl)thiophene-3-carboxylic acid FC(C=1C(=CSC1)C(=O)O)(F)F